2-(Methoxymethyl)-N7-[2,2,2-trifluoro-1-(4-fluorophenyl)ethyl]pyrazolo[1,5-a]pyrimidine-3,7-dicarboxamide COCC1=NN2C(N=CC=C2C(=O)NC(C(F)(F)F)C2=CC=C(C=C2)F)=C1C(=O)N